trans-L-hydroxyproline C1[C@H](CN[C@@H]1C(=O)O)O